C(C)(C)(C)OC(=O)N1C[C@H](CC(C1)C)Br (S)-3-bromo-5-methyl-piperidine-1-carboxylic acid tert-butyl ester